2,3-dimethyl-6-(4,4,5,5-tetramethyl-1,3,2-dioxaborolan-2-yl)-2H-indazole CN1N=C2C=C(C=CC2=C1C)B1OC(C(O1)(C)C)(C)C